N-[(1S)-2-[[(1S)-1-cyano-2-(5-methyl-2-oxo-indolin-3-yl)ethyl]amino]-1-(cyclopropylmethyl)-2-oxo-ethyl]-4-methoxy-1H-indole-2-carboxamide C(#N)[C@H](CC1C(NC2=CC=C(C=C12)C)=O)NC([C@H](CC1CC1)NC(=O)C=1NC2=CC=CC(=C2C1)OC)=O